C1(=CC=CC=C1)C(C)N=C=NC(C)CC N'-(1-Phenylethyl)-N-sec-butyl-methanediimine